(R)-tert-Butyl(2-(4-methyl-3-((1-(naphthalen-1-yl)ethyl)carbamoyl) phenoxy)ethyl)carbamate C(C)(C)(C)OC(NCCOC1=CC(=C(C=C1)C)C(N[C@H](C)C1=CC=CC2=CC=CC=C12)=O)=O